C(N)(=O)C1=CC(=NC=N1)N1N=CN=C1[C@H](C)N(C(OC(C)(C)C)=O)C tert-butyl N-[(1S)-1-[2-(6-carbamoyl pyrimidin-4-yl)-1,2,4-triazol-3-yl] ethyl]-N-methyl-carbamate